C(C)(=O)C1=C(C=NC=C1OC)OCC1(CN(C1)C(=O)OC(C)(C)C)F tert-butyl 3-{[(4-acetyl-5-methoxypyridine-3-yl) oxy] methyl}-3-fluoroazetidine-1-carboxylate